N-(5-chloro-6-(2H-1,2,3-triazol-2-yl)pyridin-3-yl)-1-(3,4-difluorophenyl)-5-(trifluoromethyl)-1H-pyrazole-4-carboxamide ClC=1C=C(C=NC1N1N=CC=N1)NC(=O)C=1C=NN(C1C(F)(F)F)C1=CC(=C(C=C1)F)F